6-[(1-methoxy-1H-indol-3-yl)methyl]-3-(6-oxooctyl)octahydro-2H-pyrido[1,2-a][1,4,7,10]tetraazacyclododecine-1,4,7,10(3H,12H)-tetrone CON1C=C(C2=CC=CC=C12)CC1NC(C(NC(C2N(C(CNC1=O)=O)CCCC2)=O)CCCCCC(CC)=O)=O